C(C(C)C)C=1N=CC2=C(N1)NC=C2C2=CC=1N(C=C2)N=CC1C(=O)N 5-(2-isobutyl-7H-pyrrolo[2,3-d]pyrimidin-5-yl)pyrazolo[1,5-a]pyridine-3-carboxamide